BrC=1C=CC2=C(C(=C(O2)C(C)(C)C)COC2=C(C=CC(=C2)F)CC(=O)OCC)C1 ethyl 2-(2-((5-bromo-2-(tert-butyl)benzofuran-3-yl)methoxy)-4-fluorophenyl)acetate